BrC=1C=NC(=NC1)N1C[C@@H](N(CC1)C(=O)OC(C)(C)C)COC tert-butyl (R)-4-(5-bromopyrimidin-2-yl)-2-(methoxymethyl)piperazine-1-carboxylate